C(C)(=O)N[C@@H]1[C@H](O[C@@H]([C@@H]([C@@H]1OC(C)=O)OC(C)=O)COC(C)=O)CCCCCCCCCCC(C(=O)O)=O 12-[(2R,3R,4R,5R,6R)-3-acetamido-4,5-diacetoxy-6-(acetoxymethyl)tetrahydropyran-2-yl]oxododecanoic acid